ethyl 2-(bromomethyl)-5-(trifluoro-methyl)thiophene-3-carboxylate BrCC=1SC(=CC1C(=O)OCC)C(F)(F)F